(5-((2R,5S)-5-methylpiperidin-2-yl)benzo[d]thiazol-2-yl)Methanol C[C@H]1CC[C@@H](NC1)C=1C=CC2=C(N=C(S2)CO)C1